COC(CC1=CC(=CC=C1)S(=O)(=O)C1=CC=2C(CCC(C2C=C1)(C)C)(C)C)=O.CC1(C=2C=CC(=CC2C(CC1)(C)C)S(=O)(=O)C1=CC=C(C=C1)CC(=O)O)C 2-[4-(5,5,8,8-tetramethyl-5,6,7,8-tetrahydronaphthalene-2-sulfonyl)phenyl]acetic acid Methyl-2-[3-(5,5,8,8-tetramethyl-5,6,7,8-tetrahydronaphthalene-2-sulfonyl)phenyl]acetate